(3-(4-(6-Oxo-2,2-diphenyl-6H-[1,3]dioxolo[4,5-h]chromen-8-yl)phenyl)propyl)triphenylphosphonium bromide [Br-].O=C1C=C(OC=2C3=C(C=CC12)OC(O3)(C3=CC=CC=C3)C3=CC=CC=C3)C3=CC=C(C=C3)CCC[P+](C3=CC=CC=C3)(C3=CC=CC=C3)C3=CC=CC=C3